[Na+].Cl[Rh-3](Cl)(Cl)(Cl)(Cl)Cl.[Na+].[Na+] hexachlororhodium (III) Sodium